FC1=C(OCCC=2N=NN(C2)CCOCCOCCOC2=CC=C(C=C2)C2C(NC(CC2)=O)=O)C(=CC=C1F)C=1N=C(SC1)N1CCOCC1 3-(4-(2-(2-(2-(4-(2-(2,3-difluoro-6-(2-morpholinothiazol-4-yl)phenoxy)ethyl)-1H-1,2,3-triazol-1-yl)ethoxy)ethoxy)ethoxy)phenyl)piperidine-2,6-dione